tert-butyl 4-(4-{4-amino-3-[3-fluoro-4-(2,2,2-trifluoroethanesulfonamido)phenyl]-1-methyl-1H-pyrazolo[4,3-c]pyridin-7-yl}-1H-pyrazol-1-yl)piperidine-1-carboxylate NC1=NC=C(C2=C1C(=NN2C)C2=CC(=C(C=C2)NS(=O)(=O)CC(F)(F)F)F)C=2C=NN(C2)C2CCN(CC2)C(=O)OC(C)(C)C